methyl 6-(4-chloro-phenyl)-2-ethyl-nicotinate ClC1=CC=C(C=C1)C1=NC(=C(C(=O)OC)C=C1)CC